N-(6-(((1r,5s)-6-oxa-3-azabicyclo[3.1.1]hept-3-yl)methyl)-4'-((2-(1,1-difluoroethyl)-6-ethylpyrimidin-4-yl)amino)-5-fluoro-[2,3'-bipyridin]-6'-yl)acetamide [C@@H]12CN(C[C@@H](O1)C2)CC2=C(C=CC(=N2)C=2C=NC(=CC2NC2=NC(=NC(=C2)CC)C(C)(F)F)NC(C)=O)F